CC1=C(C2=C(N=CN=C2NC2(CC2)C)O1)C(=O)N1CC=2N(CC1)C=C(N2)C 6-Methyl-5-(2-methyl-5H,6H,7H,8H-imidazo[1,2-a]pyrazine-7-carbonyl)-N-(1-methylcyclopropyl)furo[2,3-d]pyrimidin-4-amine